tert-butyl 4-(5-(pyrrolidin-1-yl)pyridin-2-yl)piperidine-1-carboxylate N1(CCCC1)C=1C=CC(=NC1)C1CCN(CC1)C(=O)OC(C)(C)C